ammonium dihydrogenphosphate-ethylene C=C.P(=O)(O)(O)[O-].[NH4+]